benzyl 6-[tert-butoxy (3-trimethyl silylprop-2-ynyl)phosphoryl]hexanoate C(C)(C)(C)OP(=O)(CC#C[Si](C)(C)C)CCCCCC(=O)OCC1=CC=CC=C1